1-((2S,5R)-4-acetyl-2-(3-(5-aminopyrimidin-2-yl)-5-chlorophenyl)-5-methylpiperazin-1-yl)prop-2-en-1-one C(C)(=O)N1C[C@@H](N(C[C@H]1C)C(C=C)=O)C1=CC(=CC(=C1)Cl)C1=NC=C(C=N1)N